C(C)(C)(C)OC(=O)N1[C@@H](C[C@H](C1)OS(=O)(=O)C)C(=O)OC(C)(C)C (2S,4R)-4-(methylsulfonyloxy)pyrrolidine-1,2-dicarboxylic acid 1,2-di-tert-butyl ester